1,2,3-cyclopropanetriylidenetris[4-cyano-2,3,5,6-tetrafluorobenzeneacetonitrile] C1(C(C1=C(C#N)C1=C(C(=C(C(=C1F)F)C#N)F)F)=C(C#N)C1=C(C(=C(C(=C1F)F)C#N)F)F)=C(C#N)C1=C(C(=C(C(=C1F)F)C#N)F)F